7-{2-[(3S)-2,6-dioxopiperidin-3-yl]-1-oxo-2,3-dihydro-1H-isoindol-5-yl}-2H,3H,4H-pyrano[2,3-b]pyridin O=C1NC(CC[C@@H]1N1C(C2=CC=C(C=C2C1)C1=CC=C2C(=N1)OCCC2)=O)=O